C(C)N1N=CC2=CC(=CC=C12)C(=O)NC 1-ethyl-N-methyl-1H-indazole-5-carboxamide